4-((5-(ethoxycarbonyl)-4-(4-(pyridin-2-ylcarbamoyl)phenyl)-1H-imidazole-2-yl)methyl)piperidine-1-carboxylic acid tert-butyl ester C(C)(C)(C)OC(=O)N1CCC(CC1)CC=1NC(=C(N1)C1=CC=C(C=C1)C(NC1=NC=CC=C1)=O)C(=O)OCC